N1=C(NC2=C1C=CC=C2)C2(CC=CC=C2C)O (1-benzimidazol-2-yl)-6-methylphenol